(6,6,9-Trimethyl-3-propyl-6a,7,8,10a-tetrahydrobenzo[c]chromen-1-yl)acetate CC1(OC2=CC(=CC(=C2C2C1CCC(=C2)C)CC(=O)[O-])CCC)C